C(C)(C)(C)N(C(O)=O)CC1=C(C=C(C=C1)C1=C(N=CS1)C)OCCCCN1C(C2=CC=CC=C2C1=O)=O.ClC1=C(C(=O)C2C(N(CC2)C=C)=O)C=C(C=N1)F 3-(2-chloro-5-fluoronicotinoyl)-1-vinyl-pyrrolidine-2-one tert-butyl-(2-(4-(1,3-dioxoisoindolin-2-yl)butoxy)-4-(4-methylthiazol-5-yl)benzyl)carbamate